OCC1=C(C=C(CN2C(C=CC=C2)=O)C=C1)[N+](=O)[O-] 1-(4-(hydroxymethyl)-3-nitrobenzyl)pyridin-2(1H)-one